FC=1C=C2C(=CC(=NC2=CC1)C1=CC=C(C=C1)C1=CC=C(C=C1)OCCCCCC)C(=O)O 6-fluoro-2-(4'-(hexyloxy)-[1,1'-biphenyl]-4-yl)quinoline-4-carboxylic acid